C[C@H]1O[C@@H](CN(C1)C(/C=C/C1=NN2C(N(C(C(=C2O)C(=O)N)=O)CC(C)C)=C1)=O)C (E)-3-((2R,6R)-2,6-dimethylmorpholino)-3-oxoprop-1-en-1-yl-7-hydroxy-4-isobutyl-5-oxo-4,5-dihydropyrazolo[1,5-a]pyrimidine-6-carboxamide